OC1=C(C=C(C=C1)NC(C)=O)CC=C N-[4-hydroxy-3-(2-propenyl)phenyl]acetamide